N-(3,4-dichlorophenyl)-4-chloro-3,5-dimethylbenzenesulfonamide ClC=1C=C(C=CC1Cl)NS(=O)(=O)C1=CC(=C(C(=C1)C)Cl)C